(+-)-3-[2-chloro-4-(methoxymethyl)phenyl]-1,4-oxazepan-4-carboxylic acid tert-butyl ester C(C)(C)(C)OC(=O)N1[C@@H](COCCC1)C1=C(C=C(C=C1)COC)Cl |r|